NC1(CCCCCC1)C(=O)O aminocycloheptane-carboxylic acid